NC1=C(C=CC(=C1)C=1N=NC=CC1)NC(OC(C)(C)C)=O tert-butyl N-(2-amino-4-pyridazin-3-yl-phenyl)carbamate